NC1=NC=CC(=C1Cl)SC=1C=CC=2C(=NC=C(N2)N2CCC3(CC2)[C@@H](C=2C(=NC=C(C2)OC)C3)N)N1 (S)-1'-(6-((2-amino-3-chloropyridin-4-yl)thio)pyrido[2,3-b]pyrazin-2-yl)-3-methoxy-5,7-dihydrospiro[cyclopenta[b]pyridine-6,4'-piperidin]-5-amine